3-phenyl-3,4-dihydro-2h-naphtho[2,3-e][1,2,4]thiadiazine-1,1-dioxide C1(=CC=CC=C1)C1NS(C2=C(N1)C=C1C=CC=CC1=C2)(=O)=O